CC(C)CCC[C@@H](C)[C@H]1CC[C@H]2[C@@H]3CC([C@]4(CC(CC[C@]4(C)[C@H]3CC[C@]12C)O)O)O cholestane-3,5a,6-triol